(S)-isoindolone C1(N=CC2=CC=CC=C12)=O